C(C)(=O)N1CCC(CC1)C1=CNC2=CC(=CC=C12)N1C(NC(CC1)=O)=O 1-(3-(1-Acetylpiperidin-4-yl)-1H-indol-6-yl)dihydropyrimidine-2,4(1H,3H)-dione